ClC1=NC(=CC(=C1I)N)Cl 2,6-dichloro-3-iodopyridin-4-amine